C1(CC1)C1=CC(=C(C(=C1)F)N1N=C2N=C(NC(C2=C1)=O)OCCOC)C(F)F 2-[4-cyclopropyl-2-(difluoromethyl)-6-fluorophenyl]-6-(2-methoxyethoxy)-2,5-dihydro-4H-pyrazolo[3,4-d]pyrimidin-4-one